(1R,4S)-2-((R)-3-(3,6-difluoro-9H-carbazol-9-yl)-2-hydroxy-propyl)-2-azabicyclo[2.2.1]heptan-3-one FC=1C=CC=2N(C3=CC=C(C=C3C2C1)F)C[C@H](CN1[C@@H]2CC[C@H](C1=O)C2)O